(S)-5-[1-(2-Chloro-6-fluoro-phenyl)-piperidin-4-yl]-7-(2-cyclopropyl-benzyl)-4-methyl-2,4,5,7-tetrahydro-pyrazolo[3,4-d]pyrimidin-6-on ClC1=C(C(=CC=C1)F)N1CCC(CC1)N1C(N(C=2C([C@@H]1C)=CNN2)CC2=C(C=CC=C2)C2CC2)=O